O=S1(CCC(CC1)C=CCCCCCCCCC(=O)O)=O 11-(1,1-dioxidotetrahydro-2H-thiopyran-4-yl)undec-10-enoic acid